C1=CC=C(C=C1)NC2=CC(=CC=C2)Cl m-chlorodiphenylamine